(Z)-1-bromo-10-heptyl-8,8-dimethyl-7,9,11-trioxa-8-silaeicosa-17-ene BrCCCCCCO[Si](OC(OCCCCC\C=C/CC)CCCCCCC)(C)C